5-(3-isopropyl-5-(piperidin-4-yl)-1H-indol-2-yl)-1-methyl-3-phenylpyridin-2(1H)-one C(C)(C)C1=C(NC2=CC=C(C=C12)C1CCNCC1)C=1C=C(C(N(C1)C)=O)C1=CC=CC=C1